C(CCCCCCCCCCC)[NH3+] 1-dodecanaminium